6-(2,4-difluorophenyl)-5-(1-(oxetan-3-yl)-1H-pyrazol-4-yl)isoindolin-1-one FC1=C(C=CC(=C1)F)C1=C(C=C2CNC(C2=C1)=O)C=1C=NN(C1)C1COC1